[Bi].[Sn].[Cu] copper-tin-bismuth